FC(COC=1C(=C2CCN3C(C2=CC1)=C(C(C=C3NCC3OCCOC3)=O)C)OC)F 9-(2,2-Difluoro-ethoxy)-4-[([1,4]dioxan-2-ylmethyl)-amino]-8-methoxy-1-methyl-6,7-dihydro-pyrido[2,1-a]isoquinolin-2-one